2-Thiocarbonyl-3-(2-((2R,4S)-4-(trifluoromethyl)piperidin-2-yl)benzyl)-1,2,3,7-tetrahydro-6H-purin-6-one C(=S)=C1NC(C=2NC=NC2N1CC1=C(C=CC=C1)[C@@H]1NCC[C@@H](C1)C(F)(F)F)=O